N1=NC(=CC2=C1C1=C(CCC2)C=CC=C1)N1N=C(N=C1N)NC1=CC=C(C=C1)C(=O)NCCN(C)C 1-(6,7-dihydro-5H-benzo[6,7]cyclohepta[1,2-c]pyridazin-3-yl)-N3-(4-((2-(dimethylamino)ethyl)aminocarbonyl)phenyl)-1H-1,2,4-triazole-3,5-diamine